(1S,2R)-2-((S)-8-(((S)-1-acetylpyrrolidin-3-yl)oxy)-1-((1,3-dioxoisoindolin-2-yl)methyl)-1,2,3,4-tetrahydroisoquinoline-2-carbonyl)cyclohexane-1-carboxylic acid C(C)(=O)N1C[C@H](CC1)OC=1C=CC=C2CCN([C@@H](C12)CN1C(C2=CC=CC=C2C1=O)=O)C(=O)[C@H]1[C@H](CCCC1)C(=O)O